2-ethyl-6-methyl-N-(3-phenylprop-2-yn-1-yl)thieno[2,3-d]pyrimidin-4-amine C(C)C=1N=C(C2=C(N1)SC(=C2)C)NCC#CC2=CC=CC=C2